CCCC(C)C Iso-hexane